2-[3-fluoro-1,1-diphenylprop-2-yl]-5-methoxy-1-methyl-N-(1,2-oxazol-4-yl)-6-oxopyrimidine-4-carboxamide FCC(C(C1=CC=CC=C1)C1=CC=CC=C1)C=1N(C(C(=C(N1)C(=O)NC=1C=NOC1)OC)=O)C